(6Ar,10aR)-3-[1-[(Z)-hex-1-enyl]cyclobutyl]-6,6,9-trimethyl-6a,7,10,10a-tetrahydrobenzo[c]chromen-1-ol C(=C/CCCC)/C1(CCC1)C=1C=C(C=2[C@H]3[C@H](C(OC2C1)(C)C)CC=C(C3)C)O